N-(5-Fluoro-6-phenoxy-3-pyridyl)-6-[3-(methylamino)azetidin-1-yl]pyrido[3,2-d]pyrimidin-4-amine FC=1C=C(C=NC1OC1=CC=CC=C1)NC=1C2=C(N=CN1)C=CC(=N2)N2CC(C2)NC